NC1=NC(=CC(=N1)C=1C(=C(C#N)C=CC1)C)C=1N=NN(C1)CC=1C=C2N(N1)C(CC2)(C)C 3-(2-amino-6-(1-((6,6-dimethyl-5,6-dihydro-4H-pyrrolo[1,2-b]pyrazol-2-yl)methyl)-1H-1,2,3-triazol-4-yl)pyrimidin-4-yl)-2-methylbenzonitrile